C(C)C(=C)C=C 2-Ethyl-1,3-Butadien